N-(2-(ethylsulfanyl)-4-(6-fluoro-3,4-dihydroisoquinolin-2(1H)-yl)-6-methylphenyl)-2-(1-methylcyclopropyl)acetamide C(C)SC1=C(C(=CC(=C1)N1CC2=CC=C(C=C2CC1)F)C)NC(CC1(CC1)C)=O